COC1=C(C=C(C(=C1)OC)OC)CC 2-(2,4,5-trimethoxyphenyl)ethan